C(#N)[C@H](C[C@H]1C(NCC1)=O)NC([C@H](CC1CC1)N1C(C2=C(C=C1)N=CN2)=O)=O (2S)-N-[(1S)-1-cyano-2-[(3S)-2-oxopyrrolidin-3-yl]ethyl]-3-cyclopropyl-2-(4-oxo-3H-imidazo[4,5-c]pyridin-5-yl)propanamide